BrC1=CC=C(CN2CCC(CC2)(C)F)C=C1 1-(4-Bromobenzyl)-4-fluoro-4-methylpiperidine